1-carboxy-N,N,N-trimethylhexan-3-aminium C(=O)(O)CCC(CCC)[N+](C)(C)C